1-(2-Hydroxyethyl)-3-methyl-1H-imidazol-3-ium tetrafluoroborate F[B-](F)(F)F.OCCN1C=[N+](C=C1)C